CC1=NC2=CC=C(C=C2C(=C1)C=1C=NC2=CC=CC=C2C1)C(=O)N1CCOCC1 (2'-methyl-[3,4'-biquinolin]-6'-yl)(morpholino)methanone